Cl.ClC1=CC=C2C=C(C=NC2=N1)N[C@H]1CNCC1 (R)-7-chloro-N-(pyrrolidin-3-yl)-1,8-naphthyridin-3-amine hydrochloride